(R)-1-(2-vinylpyridin-3-yl)ethan-1-ol C(=C)C1=NC=CC=C1[C@@H](C)O